BrC=1C(=C(C[C@]2(C[C@H](CC2)NS(=O)(=O)C)C(=O)N)C=CC1)F (1R,3S)-1-(3-bromo-2-fluorobenzyl)-3-(methylsulfonamido)cyclopentane-1-carboxamide